Tetrabutyl-ammonium fluoride trihydrate O.O.O.[F-].C(CCC)[N+](CCCC)(CCCC)CCCC